2'-Chloro-5-fluoro-6'-(methyl-d3)-3,4'-bipyridine ClC1=NC(=CC(=C1)C=1C=NC=C(C1)F)C([2H])([2H])[2H]